chloro-2-(2-(2-chlorophenyl)-1-methyl-4,5,6,7-tetrahydro-1H-benzo[d]imidazol-6-yl)-1,2,3,4-tetrahydroisoquinoline ClC1N(CCC2=CC=CC=C12)C1CCC2=C(N(C(=N2)C2=C(C=CC=C2)Cl)C)C1